O1CCCC2=CC(=CC=C12)[C@H]1[C@@H](C1)N trans-2-(chroman-6-yl)cyclopropylamine